3-(6-(piperidin-4-yl)pyridazin-3-yl)naphthalene-2,7-diol-TFA salt OC(=O)C(F)(F)F.N1CCC(CC1)C1=CC=C(N=N1)C=1C(=CC2=CC(=CC=C2C1)O)O